COC=1C=C(C=NC1C)OC1=CC=C(C=N1)N1C(NC=2C1=NC=CC2)=O 3-[6-[(5-methoxy-6-methyl-3-pyridyl)oxy]-3-pyridyl]-1H-imidazo[4,5-b]pyridin-2-one